(R)-3-((S)-3-(3-(4-(((benzyloxy)carbonyl)amino)piperidin-1-yl)phenyl)-1-(tert-butoxy)-1-oxopropan-2-yl)pyrrolidine-1-carboxylic acid tert-butyl ester C(C)(C)(C)OC(=O)N1C[C@H](CC1)[C@@H](C(=O)OC(C)(C)C)CC1=CC(=CC=C1)N1CCC(CC1)NC(=O)OCC1=CC=CC=C1